4-((2-(2,6-dioxopiperidin-3-yl)-1-oxoisoindolin-4-yl)oxy)butanoic acid O=C1NC(CCC1N1C(C2=CC=CC(=C2C1)OCCCC(=O)O)=O)=O